(E)-2,4-difluoro-N-(2-methoxy-5-(4-(4-(4-oxopent-2-enoyl)piperazin-1-yl)quinazolin-6-yl)pyridin-3-yl)benzenesulfonamide methanesulfonate CS(=O)(=O)O.FC1=C(C=CC(=C1)F)S(=O)(=O)NC=1C(=NC=C(C1)C=1C=C2C(=NC=NC2=CC1)N1CCN(CC1)C(\C=C\C(C)=O)=O)OC